2-((acryloyloxy)methyl)-2-methylpropane C(C=C)(=O)OCC(C)(C)C